C12CN(CC(CC1)N2)C=2N=C1C(=NC2)N=C(C=C1)SC1=C(C(=NC=C1)N)Cl 4-((2-(3,8-diazabicyclo[3.2.1]oct-3-yl)pyrido[2,3-b]pyrazin-6-yl)thio)-3-chloropyridin-2-amine